cosyl eicos-13-enoate C(CCCCCCCCCCCC=CCCCCCC)(=O)OCCCCCCCCCCCCCCCCCCCC